C(C)(C)C1CCN(CC1)C1=NC=C(C=N1)NC12CC(C1)(C2)NC(OC(C)(C)C)=O tert-butyl (3-((2-(4-isopropylpiperidin-1-yl)pyrimidin-5-yl)amino)bicyclo[1.1.1]pentan-1-yl)carbamate